C(C)(C)(C)OC(=O)N1C\C(\CC1)=C/F (Z)-3-(fluoromethylene)pyrrolidine-1-carboxylic acid tert-butyl ester